COC=1C=CC2=C(NC(O2)=O)C1 5-methoxybenzo[d]oxazol-2(3H)-one